samarium phosphate P(=O)([O-])([O-])[O-].[Sm+3]